C(C1=CC=CC=C1)(=O)C1=C(C=CC(=C1)Cl)NC(C1=CC=NC=C1)=O N-(2-benzoyl-4-chlorophenyl)isonicotinamide